2-((1,3-Dimethyl-2-oxo-2,3-dihydro-1H-benzo[d]imidazol-5-yl)amino)-5-(4-(trifluoromethyl)piperidin-1-yl)benzonitrile CN1C(N(C2=C1C=CC(=C2)NC2=C(C#N)C=C(C=C2)N2CCC(CC2)C(F)(F)F)C)=O